(2R,3S,5R)-N-(3-(1,2,4-oxadiazol-3-yl)phenyl)-3-(3,4-difluoro-2-methoxyphenyl)-5-methyl-5-(trifluoromethyl)tetrahydrothiophene-2-carboxamide O1N=C(N=C1)C=1C=C(C=CC1)NC(=O)[C@@H]1S[C@](C[C@H]1C1=C(C(=C(C=C1)F)F)OC)(C(F)(F)F)C